N-(3-(3-azabicyclo[3.2.1]oct-3-yl)-4-(5-(7-(4,4-difluoropiperidin-1-yl)pyrazolo[1,5-a]pyridin-5-yl)-1,3,4-oxadiazol-2-yl)phenyl)-2-hydroxyethane-1-sulfonamide C12CN(CC(CC1)C2)C=2C=C(C=CC2C=2OC(=NN2)C2=CC=1N(C(=C2)N2CCC(CC2)(F)F)N=CC1)NS(=O)(=O)CCO